C(#N)C1=CC=C(C=C1)C(C(=O)OCC)NC=1C=C(C=C(C1)OC)C(C)=NOC(C(=O)OC(C)(C)C)(C)C tert-butyl 2-(((1-(3-((1-(4-cyanophenyl)-2-ethoxy-2-oxoethyl)amino)-5-methoxyphenyl)ethylidene)amino)oxy)-2-methylpropanoate